2-(2,6-dioxo-3-piperidinyl)-4-[2-(4-piperidinyl)ethyl]isoindole-1,3-dione O=C1NC(CCC1N1C(C2=CC=CC(=C2C1=O)CCC1CCNCC1)=O)=O